methacrylic acid chromium chloride salt [Cl-].[Cr+3].C(C(=C)C)(=O)O.[Cl-].[Cl-]